ClC(C(C(F)(F)F)F)(F)F 1-chloro-1,1,2,3,3,3-hexafluoropropane